N1C=C(C=2C1=NC=CC2)CC2C(N(C(S2)=S)C)=O (Z)-5-((1H-pyrrolo[2,3-b]pyridin-3-yl)methyl)-3-methyl-2-thioxothiazolidin-4-one